2',2'''-(pyridine-2,6-diyl)bis(5-methyl-3-(9-methyl-9H-fluoren-9-yl)-[1,1'-biphenyl]-2-ol) N1=C(C=CC=C1C1=C(C=CC=C1)C=1C(=C(C=C(C1)C)C1(C2=CC=CC=C2C=2C=CC=CC12)C)O)C1=C(C=CC=C1)C=1C(=C(C=C(C1)C)C1(C2=CC=CC=C2C=2C=CC=CC12)C)O